2-cyanoethyl-N,N-diisopropylethylamine chlorophosphoramidite P(O)(N)Cl.C(#N)CCC(C)N(C(C)C)C(C)C